CCCCCCCCC\C=C\C E-8E-10-dodecene